C1(CC1)C=1N=C(NC1)C=1C(=CC(=C(C1)NC(=O)C=1C=NN2C1C=CC(=C2)F)C)F N-[5-(4-Cyclopropyl-1H-imidazol-2-yl)-4-fluoro-2-methylphenyl]-6-fluoropyrazolo[1,5-a]pyridine-3-carboxamide